1-(azetidin-3-yl)-4,4-difluoropiperidine N1CC(C1)N1CCC(CC1)(F)F